CC(C(=O)OC(C(C(C)C)C)=O)C(C)C 2,3-dimethylbutyric anhydride